[(2s)-1-methylpyrrolidin-2-yl]methanol CN1[C@@H](CCC1)CO